(R)-hydroxyeicosatetraenoic acid OC(C(=O)O)=CC=CC=CC=CCCCCCCCCCCC